C(#N)C1=CC(=C(COC2=CC=CC(=N2)OC2=CC(=C(CC3=NC4=C(N3C[C@H]3OCC3)C=C(C=C4F)C(=O)OC)C=C2F)F)C=C1)F methyl (S)-2-(4-((6-((4-cyano-2-fluorobenzyl) oxy) pyridin-2-yl) oxy)-2,5-difluorobenzyl)-4-fluoro-1-(oxetan-2-ylmethyl)-1H-benzo[d]imidazole-6-carboxylate